NC1=C(C=C(C=C1)N(C(OC(C)(C)C)=O)C)C(NC=1SC(=C(N1)C)C)=O tert-butyl (4-amino-3-((4,5-dimethylthiazol-2-yl)carbamoyl)phenyl)(methyl)carbamate